C1(C=CC(C=C1)=O)=NO cyclohexa-2,5-diene-1,4-dione oxime